FC1=C(C=CC=C1)C#CC1=CC=C(C(=O)NC[C@@H]2OCCC2)C=C1 (R)-4-((2-fluorophenyl)ethynyl)-N-((tetrahydrofuran-2-yl)methyl)benzamide